1-(3-(5-bromothiophene-2-carboxamido)cyclohexyl)-N-methyl-2-(thiazol-2-yl)-1H-benzo[d]imidazole-5-carboxamide BrC1=CC=C(S1)C(=O)NC1CC(CCC1)N1C(=NC2=C1C=CC(=C2)C(=O)NC)C=2SC=CN2